N[C@@H]1C2=CC(=C(C=C2CC12CCN(CC2)C2=NC(=C(N=C2)SC2=C(C(=NC=C2)N)Cl)N)F)C(=O)N (S)-1-amino-1'-(6-amino-5-((2-amino-3-chloropyridin-4-yl)thio)pyrazin-2-yl)-5-fluoro-1,3-dihydrospiro[indene-2,4'-piperidine]-6-carboxamide